4-(2-Amino-2-methylpropanoyl)-N-(1-(4-((ethyl(trans-4-(methylamino)cyclohexyl)amino)methyl)phenyl)-2-oxo-1,2-dihydropyrimidin-4-yl)piperazine-1-carboxamide hydrochloride salt Cl.NC(C(=O)N1CCN(CC1)C(=O)NC1=NC(N(C=C1)C1=CC=C(C=C1)CN([C@@H]1CC[C@H](CC1)NC)CC)=O)(C)C